C1(=C(C=CC=C1)NC(O)=O)C1=CC=CC=C1 biphenyl-2-yl-carbamic acid